4-((((2-carboxyethyl)thio)thiocarbonyl)thio)-4-cyanopentanoic acid C(=O)(O)CCSC(=S)SC(CCC(=O)O)(C)C#N